BrC1=CC(=C(C2=C1N=CS2)/N=C/N(C)C)I (E)-N'-(4-bromo-6-iodo-1,3-benzothiazol-7-yl)-N,N-dimethylmethanimidamide